Secondary butyl α-isobutyryloxyisobutyrate C(C(C)C)(=O)OC(C(=O)OC(C)CC)(C)C